C(C)(C)(C)OC(=O)NC1=C(C(=O)N2C(CN(CC2)C(=O)OC(C)(C)C)C(=O)OC)C=C(C=C1)I 1-(tert-Butyl) 3-methyl 4-(2-((tert-butoxycarbonyl)amino)-5-iodobenzoyl)piperazine-1,3-dicarboxylate